4-methyl-1-chloro-6,7,8,9-tetrahydro-5H-pyrido[4,3-b]Indole-4,5-dicarboxylic acid CC1(CN=C(C2=C1N(C=1CCCCC21)C(=O)O)Cl)C(=O)O